[Na+].[Na+].C(\C=C\C=C\C(=O)[O-])(=O)[O-] Trans-Muconic Acid Disodium Salt